N-[5-fluoro-3-(5-fluoropyrimidine-2-yl)-2-methoxyphenyl]carbamic acid tert-butyl ester C(C)(C)(C)OC(NC1=C(C(=CC(=C1)F)C1=NC=C(C=N1)F)OC)=O